tert-butyl (1-((4-((1-(2-(2,6-dioxopiperidin-3-yl)-1,3-dioxoisoindolin-5-yl)azetidin-3-yl) oxy)phenyl)sulfonyl)piperidin-4-yl)carbamate O=C1NC(CCC1N1C(C2=CC=C(C=C2C1=O)N1CC(C1)OC1=CC=C(C=C1)S(=O)(=O)N1CCC(CC1)NC(OC(C)(C)C)=O)=O)=O